O.O.C1CCN2C(C=CC=C12)=O 2,3-dihydro-5(1H)-indolizinone dihydrate